chlorophenylborane ClBC1=CC=CC=C1